1,7-dihydroxy-4-methoxy-1-(2-oxopropyl)-1H-phenanthren-2-one OC1(C(C=C(C=2C3=CC=C(C=C3C=CC12)O)OC)=O)CC(C)=O